lactate ammonium salt [NH4+].C(C(O)C)(=O)[O-]